FC1=CC=C(C=C1)C1=NN2C(CO[C@@H](C2)C)=C1C1=C2C(=NC(=C1)C)NN=C2 (R)-2-(4-Fluorophenyl)-6-methyl-3-(6-methyl-1H-pyrazolo[3,4-b]pyridin-4-yl)-6,7-dihydro-4H-pyrazolo[5,1-c][1,4]oxazine